4-[1-(10-fluoro-2,4,5,7,12-pentazatricyclo[7.4.0.02,6]trideca-1(13),3,5,7,9,11-hexaen-8-yl)-3,4-dihydro-2H-quinolin-5-yl]-2-methyl-but-3-yn-2-ol FC1=C2C(=NC3=NN=CN3C2=CN=C1)N1CCCC2=C(C=CC=C12)C#CC(C)(O)C